(3aR,7aS)-2-chloro-1,3-dimethyl-3a,4,5,6,7,7a-hexahydro-1H-benzo[d]imidazol-3-ium chlorid [Cl-].ClC1=[N+]([C@H]2[C@@H](N1C)CCCC2)C